C(C(=C)C)(=O)OCCNC(C(=C1C2=CC=CC=C2N(C=2C=CC(=CC12)OC)CCC)C#N)=O 2-(2-cyano-2-(2-methoxy-10-propylacridin-9(10H)-ylidene) acetamido)ethyl methacrylate